N,N-dimethylazetidinium hydrochloride Cl.C[N+]1(CCC1)C